4-bromo-N-(2-oxopyrrolidin-3-yl)-1H-pyrrolo[2,3-b]pyridine-2-carboxamide BrC1=C2C(=NC=C1)NC(=C2)C(=O)NC2C(NCC2)=O